oxo-imidazolidineacrylamide O=C1N(CCN1)C=CC(=O)N